BrC1=C(C=C(C(=O)N2CC=3N(C[C@@H]2C)C(N(C3C(=O)NCC3=C(C=CC=C3C3=NC=NC=C3)F)C3=CC=C(C=C3)OC3CC3)=O)C=C1)Cl |o1:12| (S*)-7-(4-bromo-3-chlorobenzoyl)-2-(4-cyclopropoxyphenyl)-N-(2-fluoro-6-(pyrimidin-4-yl)benzyl)-6-methyl-3-oxo-2,3,5,6,7,8-hexahydroimidazo[1,5-a]pyrazine-1-carboxamide